6-((3-amino-5-(4-(aminomethyl)-4-methylpiperidin-1-yl)pyrazin-2-yl)thio)-2H-benzo[b][1,4]oxazin-3(4H)-one NC=1C(=NC=C(N1)N1CCC(CC1)(C)CN)SC1=CC2=C(OCC(N2)=O)C=C1